1-((4-(5-(3-cyano-4-isopropoxyphenyl)-1,2,4-oxadiazol-3-yl)naphthalen-1-yl)methyl)pyrrolidin-3-carboxylic acid C(#N)C=1C=C(C=CC1OC(C)C)C1=NC(=NO1)C1=CC=C(C2=CC=CC=C12)CN1CC(CC1)C(=O)O